Methyl (benzo[d][1,3]dioxole-5-carbonyl)-L-valinate O1COC2=C1C=CC(=C2)C(=O)N[C@@H](C(C)C)C(=O)OC